tert-butyl (S)-1-(oxetan-2-ylmethyl)-2-((4-(6-(quinolin-2-ylmethoxy) pyridin-2-yl) piperidin-1-yl) methyl)-1H-benzo[d]imidazole-6-carboxylate O1[C@@H](CC1)CN1C(=NC2=C1C=C(C=C2)C(=O)OC(C)(C)C)CN2CCC(CC2)C2=NC(=CC=C2)OCC2=NC1=CC=CC=C1C=C2